C(=O)O.NCCCCCC1=C2C=C(C(=NC2=CC=C1)N)CCCCC 5-(5-aminopentyl)-3-pentylquinolin-2-amine formate salt